OC(CNC(\C=C\C=C\C=C\C=C/CCCCC)=O)(C)C 2E,4E,8Z,11E-Tetradecatetraenoic acid-N-(2-hydroxy-2-methylpropyl)amide